ClC1=C2C=C(NC2=CC=C1)CN1C(N(C=2N=C(N(C2C1=O)C)NC1=CC(=NC=C1)[C@H]1[C@@H](C1)C(=O)O)C)=O |r| (±)-trans-2-(4-((1-((4-Chloro-1H-indol-2-yl)methyl)-3,7-dimethyl-2,6-dioxo-2,3,6,7-tetrahydro-1H-purin-8-yl)amino)pyridin-2-yl)cyclopropanecarboxylic acid